(4-(Trifluoromethyl)phenyl)acetic acid FC(C1=CC=C(C=C1)CC(=O)O)(F)F